6-((2-chloro-6-(trifluoromethoxy)-1H-benzo[d]imidazol-1-yl)methyl)nicotinonitrile ClC1=NC2=C(N1CC1=NC=C(C#N)C=C1)C=C(C=C2)OC(F)(F)F